γ-(2-aminoethyl)aminopropyl-methyldimethoxysilane NCCNCCC[Si](OC)(OC)C